1-(4-benzyl-3-oxo-3,4-dihydro-2H-benzo[b][1,4]oxazin-7-yl)-3-(tert-butyl)urea C(C1=CC=CC=C1)N1C2=C(OCC1=O)C=C(C=C2)NC(=O)NC(C)(C)C